NC1=NC=NC(=C1OCCN(C(OC(C)(C)C)=O)C)C1=C(C(=CC(=C1)F)NC(=O)C1=C(C2=C(C(CO2)(C)C)C=C1)F)C Tert-butyl (2-((4-amino-6-(5-fluoro-3-(7-fluoro-3,3-dimethyl-2,3-dihydrobenzofuran-6-carboxamido)-2-methylphenyl)pyrimidin-5-yl)oxy)ethyl)(methyl)carbamate